N[C@H]1CN(CCC1)C(=O)C1=NN(C(=C1)C1=CC(=C(C#N)C=C1)F)C1=C(C=C(C=C1)N1CC(CC(C1)C)C)F 4-(3-((R)-3-aminopiperidin-1-carbonyl)-1-(4-(3,5-dimethylpiperidin-1-yl)-2-fluorophenyl)-1H-pyrazol-5-yl)-2-fluorobenzonitrile